C1(CCC1)C=1C(=C(C(=O)O)C=C(C1)C1=NNN=C1)C cyclobutyl-2-methyl-5-(2H-1,2,3-triazol-4-yl)benzoic acid